1-(4-aminopiperidin-1-yl)-2-hydroxypropan NC1CCN(CC1)CC(C)O